ethyl (R,Z)-3-((5-(bicyclo[1.1.1]pentan-1-yl)-3-butyl-7-(dimethylamino)-2-methyl-1,1-dioxido-2,3,4,5-tetrahydrobenzo[f][1,2,5]thiadiazepin-8-yl)oxy)-2-fluoroacrylate C12(CC(C1)C2)N2C[C@H](N(S(C1=C2C=C(C(=C1)O\C=C(\C(=O)OCC)/F)N(C)C)(=O)=O)C)CCCC